(S)-N-(4-(2-amino-1-((3,5-dicyano-6-(dimethylamino)-4-ethylpyridin-2-yl)thio)-2-oxoethyl)phenyl)acrylamide NC([C@@H](SC1=NC(=C(C(=C1C#N)CC)C#N)N(C)C)C1=CC=C(C=C1)NC(C=C)=O)=O